2-bromo-N-cyano-N-(2,2-diphenylethyl)-2-methylpropionamide BrC(C(=O)N(CC(C1=CC=CC=C1)C1=CC=CC=C1)C#N)(C)C